O=S1(N(C(C2=C1C=CC=C2)=O)C(C)C=2C=C(C#N)C=CC2)=O 3-[1-(1,1-dioxo-3-oxobenzo[d]isothiazol-2(3H)-yl)ethyl]benzonitrile